O=C1NC(CCC1N1C(C2=CC=CC=C2C1=O)=O)=O 2-(2,6-dioxo-3-piperidyl)isoindoline-1,3-dione